C1(CCCCC1)CN1CCSCC1 4-(cyclohexylmethyl)thiomorpholine